4,6-dimethyloctadecylethoxymethyl ether CC(CCCC(OCC)OC(CCCC(CC(CCCCCCCCCCCC)C)C)OCC)CC(CCCCCCCCCCCC)C